FC=1C(=CC2=C(C(NC=3CNC[C@H](C23)N(C(=O)C2=CC=C3C=NNC3=C2)C)=O)C1)F (S)-N-(8,9-difluoro-6-oxo-1,2,3,4,5,6-hexahydrobenzo[c][1,7]naphthyridin-1-yl)-N-methyl-1H-indazole-6-carboxamide